CC1=CC=C(C=C1)NC(=O)C2=CC3=CC=CC=C3C=C2O 3-hydroxy-N-(4-methylphenyl)-2-naphthamide